glycidyl-tetrahydropyran C(C1CO1)C1OCCCC1